COC(C1=CC(=C(C=C1)C1=NN(C=N1)C1=CC=C(C=C1)OC(C(F)(F)F)(F)F)C)=O 3-methyl-4-(1-(4-(perfluoroethoxy)phenyl)-1H-1,2,4-triazol-3-yl)benzoic acid methyl ester